C(CCCCCC)N(C(O)=O)C12CC3(CC(CC(C1)C3)C2)N.NCC2CC(CCC2)CN 1,3-bis(aminomethyl)cyclohexane Heptyl-(3-aminoadamantan-1-yl)carbamate